BrC=1C=C(C=C(C1)F)C1=CC(=CC=C1)OC 3-bromo-5-fluoro-3'-methoxybiphenyl